2,3-dimethyl-3-methyl-furan CC1OC=CC1(C)C